FC1(CN(CC[C@@H]1CO)C(=O)OC(C)(C)C)F tert-butyl (4R)-3,3-difluoro-4-(hydroxymethyl)piperidine-1-carboxylate